ClC1=CC(=NC(=C1)NC1=CC(=CC=C1)F)C(=O)NC1CC2=CC=CC=C2C1 4-Chloro-N-(2,3-dihydro-1H-inden-2-yl)-6-((3-fluorophenyl)amino)pyridineamide